C(C=C)C=1C=C(CCCC(=O)Cl)C=CC1 3-allylbenzyl-propionyl chloride